ClC1=NN2C(C=N1)=CC=C2C(F)(F)F 2-chloro-7-(trifluoromethyl)pyrrolo[2,1-f][1,2,4]triazin